12-((tert-butoxycarbonyl) amino)dodecyl 4-methylbenzenesulfonate CC1=CC=C(C=C1)S(=O)(=O)OCCCCCCCCCCCCNC(=O)OC(C)(C)C